4-(1-(3-aminophenyl)-3-fluoro-1H-pyrazol-4-yl)-2-methoxybenzamide NC=1C=C(C=CC1)N1N=C(C(=C1)C1=CC(=C(C(=O)N)C=C1)OC)F